C(=O)C1=C(C=CC(=C1)C(=O)O)C1=CC(=CC=C1)C1=CC=C(C=C1)C(=O)O formyl-[1,1':3',1''-terphenyl]-4,4''-dicarboxylic acid